CC=1C(=CC(=C(C1)[O-])C(C)(C)C)C(C)(C)C 5-methyl-2,4-bis(tert-butyl)phenolate